C(=O)C=1N=NN(N1)CC(=O)OC(C)(C)C tert-butyl 2-(5-formyl-2H-tetrazol-2-yl)acetate